(4-chloro-5-(triisopropylsilyl)thiophen-2-yl)boric acid ClC=1C=C(SC1[Si](C(C)C)(C(C)C)C(C)C)OB(O)O